((1R,4S)-1-((benzyloxy)methyl)-4-(2,5-dimethyl-1H-pyrrol-1-yl)cyclopent-2-en-1-yl)(3-(trifluoromethyl)-7,8-dihydro-1,6-naphthyridin-6(5H)-yl)methanone C(C1=CC=CC=C1)OC[C@@]1(C=C[C@H](C1)N1C(=CC=C1C)C)C(=O)N1CC=2C=C(C=NC2CC1)C(F)(F)F